tert-butyl (3-(((tert-butyldiphenylsilyl)oxy)methyl)phenyl)carbamate [Si](C1=CC=CC=C1)(C1=CC=CC=C1)(C(C)(C)C)OCC=1C=C(C=CC1)NC(OC(C)(C)C)=O